C(=O)(O)[C@H](CCC(=O)NCCCCNC(NCCOCCOCC(=O)ON1C(CCC1=O)=O)=O)NC(CCCCCCCCCCCCCCCCC(=O)O)=O 18-[[(1S)-1-carboxy-4-[4-[2-[2-[2-(2,5-dioxopyrrolidin-1-yl)oxy-2-oxo-ethoxy]ethoxy]ethylcarbamoylamino]butylamino]-4-oxo-butyl]amino]-18-oxo-octadecanoic acid